C(C)(C)(C)[Si](C1=CC=CC=C1)(C1=CC=CC=C1)OCC1CCC(CC1)=CCCCCC tert-butyl((4-hexylidenecyclohexyl)methoxy)diphenylsilane